ClC1=NC=C(C2=C(C=CC=C12)[N+](=O)[O-])Cl 1,4-dichloro-5-nitroisoquinoline